N[C@H]1[C@H](CC1)OC1=C(C(=CC=C1)OC)C1=CC(=NN1)NC=1N=CC(=NC1)C#N 5-((5-(2-((1S,2R)-2-aminocyclobutoxy)-6-methoxyphenyl)-1H-pyrazol-3-yl)amino)pyrazine-2-carbonitrile